FC1=C2CN(C(C2=CC=C1C1CCN(CC1)CC1CCC(CC1)OC)=O)C1C(NC(CC1)=O)=O 3-(4-fluoro-5-(1-(((1r,4r)-4-methoxycyclohexyl)methyl)piperidin-4-yl)-1-oxoisoindolin-2-yl)piperidine-2,6-dione